(S)-2-fluoro-N'-((1,2,3,5,6,7-hexahydro-s-indacen-4-yl)carbamoyl)-4-(pyrrolidin-3-yl)benzenesulfonimidamide FC1=C(C=CC(=C1)C1CNCC1)[S@](=O)(N)=NC(NC1=C2CCCC2=CC=2CCCC12)=O